N-(4-(dodecyloxy)phenyl)-2-fluoro-4-methoxy-N-neopentylbenzamide C(CCCCCCCCCCC)OC1=CC=C(C=C1)N(C(C1=C(C=C(C=C1)OC)F)=O)CC(C)(C)C